2-chloro-5-isopropyl-11-methyl-5,11-dihydro-6H-benzo[e]pyrimido[5,4-b][1,4]diazepin-6-one ClC=1N=CC=2N(C(C3=C(N(C2N1)C)C=CC=C3)=O)C(C)C